3,3-diethyl-8-hydroxy-7-(methylsulfanyl)-5-phenyl-2,3,4,5-tetrahydro-1,5-benzothiazepine 1,1-dioxide C(C)C1(CS(C2=C(N(C1)C1=CC=CC=C1)C=C(C(=C2)O)SC)(=O)=O)CC